N1N=NC2=C1C=C(C=C2)CC(=O)O 2-(1H-benzo[d][1,2,3]triazol-6-yl)acetic acid